(4-((4-((tert-Butoxycarbonyl)amino)pent-2-yl)amino)butyl)carbamic acid C(C)(C)(C)OC(=O)NC(CC(C)NCCCCNC(O)=O)C